BrC1=CC=2[C@](C3=CC=CC=C3C2C=C1)(C(=O)N1[C@H]2CC([C@@H]([C@@H]1C(=O)N[C@H](C[C@H]1C(NCCC1)=O)C#N)CC2)(F)F)O (1R,3R,4R)-2-((R)-2-bromo-9-hydroxy-9H-fluorene-9-carbonyl)-N-((R)-1-cyano-2-((S)-2-oxopiperidin-3-yl)ethyl)-5,5-difluoro-2-azabicyclo[2.2.2]octane-3-carboxamide